4-chloro-6-((3S,4R)-3-fluoro-4-((6-methoxypyridin-3-yl)oxy)piperidin-1-yl)-5-methylpyrimidine-2-carboxamide ClC1=NC(=NC(=C1C)N1C[C@@H]([C@@H](CC1)OC=1C=NC(=CC1)OC)F)C(=O)N